CS(=O)(=O)C=1C=C(CNC2=NC=C3N(C2=O)[C@@H](CC3)C(=O)O)C=CC1 (S)-3-((3-(methylsulfonyl)benzyl)amino)-4-oxo-4,6,7,8-tetrahydropyrrolo[1,2-a]pyrazine-6-carboxylic acid